(s)-3-(benzyloxy)propane-1,2-diyl dinonanoate C(CCCCCCCC)(=O)OC[C@H](COCC1=CC=CC=C1)OC(CCCCCCCC)=O